1,3-bis-(glycidoxypropyl)-tetramethyl-disiloxane C(C1CO1)OCCC[Si](O[Si](CCCOCC1CO1)(C)C)(C)C